[C@@H]12CNC[C@H]2C1N1C(=CC=2N=NC(=CC21)C2=C(C=CC=C2)O)C 2-{5-[(1R,5S,6S)-3-azabicyclo[3.1.0]hexan-6-yl]-6-methylpyrrolo[3,2-c]pyridazin-3-yl}phenol